C(C)(C)(C)[Si](OCC1CCN(CC1)C1=CC=C(C=C1)C1CN(CC1)C1=CC(=C(C#N)C=C1)C(F)(F)F)(C)C 4-(3-(4-(4-(((tert-butyldimethyl-silyl)oxy)methyl)piperidin-1-yl)phenyl)pyrrolidin-1-yl)-2-(trifluoromethyl)benzonitrile